methyl-2-acetamido-3-((chlorocarbonyl)disulfaneyl)-3-methylbutanoate COC(C(C(C)(C)SSC(=O)Cl)NC(C)=O)=O